tert-butyl (4-fluoro-4-formylpiperidin-1-yl)formate FC1(CCN(CC1)C(=O)OC(C)(C)C)C=O